C(C=C)NC(CCCCCCCCCCCCCCCO)=O N-Allyl-16-hydroxyhexadecanamide